C1=CC=CC=2C3=CC=CC=C3C(C12)COC(=O)N[C@H](C(=O)N([C@H](C(=O)NCC(=O)O)C(C)C)C)[C@H](CC)C 2-[[(2S)-2-[[(2S,3S)-2-(9H-fluoren-9-ylmethoxycarbonylamino)-3-methylpentanoyl]-methylamino]-3-methylbutanoyl]amino]acetic acid